4-(6-((2-hydroxypropyl)carbamoyl)pyridin-3-yl)piperazine-1-carboxylate OC(CNC(=O)C1=CC=C(C=N1)N1CCN(CC1)C(=O)[O-])C